The molecule is an acyl-CoA(4-) arising from deprotonation of the phosphate and diphosphate functions of (6Z,9Z,12Z,15Z)-octadecatetraenoyl-CoA; major species at pH 7.3. It is a conjugate base of a (6Z,9Z,12Z,15Z)-octadecatetraenoyl-CoA. CC/C=C\\C/C=C\\C/C=C\\C/C=C\\CCCCC(=O)SCCNC(=O)CCNC(=O)[C@@H](C(C)(C)COP(=O)([O-])OP(=O)([O-])OC[C@@H]1[C@H]([C@H]([C@@H](O1)N2C=NC3=C(N=CN=C32)N)O)OP(=O)([O-])[O-])O